O1C(OCC1)C1=C(C=C(C=N1)C1(CC1)C(=O)OC)OCC1=CC=C(C=C1)OC methyl 1-[6-(1,3-dioxolan-2-yl)-5-[(4-methoxyphenyl)methoxy]pyridin-3-yl]cyclopropane-1-carboxylate